(1S,2S)-N-(7-chloro-6-(1-((3R,4R)-4-hydroxytetrahydrofuran-3-yl)piperidin-4-yl)isoquinolin-3-yl)-5-oxaspiro[2.4]heptane-1-carboxamide ClC1=C(C=C2C=C(N=CC2=C1)NC(=O)[C@H]1CC12COCC2)C2CCN(CC2)[C@@H]2COC[C@@H]2O